3-formyl-2,2-dimethyl-cyclopropanoic acid tert-butyl ester C(C)(C)(C)OC(=O)C1C(C1C=O)(C)C